(S)-citrullin N[C@@H](CCCNC(=O)N)C(=O)O